FC=1C=C(C=CC1)/C=C/B(O)O trans-2-(3-fluorophenyl)vinyl-boronic acid